BrCC(=O)C=1SC(=CC1)I 2-bromo-1-(5-iodothiophene-2-yl)-ethanone